N,N-dimethyl-propylamine hydrochloride Cl.CN(C)CCC